FC(C(=O)O)(F)F.CN1N=C(C2=CC=C(C=C12)C1CCNCC1)N1C(NC(CC1)=O)=O 1-(1-methyl-6-(piperidin-4-yl)-1H-indazol-3-yl)dihydropyrimidine-2,4(1H,3H)-dione trifluoroacetate